2-amino-7-fluoro-4-(8-fluoro-2-(((2R,7aS)-2-fluorotetrahydro-1H-pyrrolizin-7a(5H)-yl)methoxy)-4-(1,4-oxazepan-4-yl)pyrido[4,3-d]pyrimidin-7-yl)benzo[b]thiophene-3-carbonitrile NC1=C(C2=C(S1)C(=CC=C2C2=C(C=1N=C(N=C(C1C=N2)N2CCOCCC2)OC[C@]21CCCN1C[C@@H](C2)F)F)F)C#N